(1-bromo-8-chloroimidazo[1,5-a]pyrazin-3-yl)azetidine-1-carboxylic acid benzyl ester C(C1=CC=CC=C1)OC(=O)N1C(CC1)C1=NC(=C2N1C=CN=C2Cl)Br